C(=C)[Si](O[Si](CCCC)(CCCC)CCCC)(CCCC)C=C divinyl-tetrabutyl-disiloxane